6-[(4-bromophenyl)methyl]-1-tetrahydropyran-4-yl-5H-pyrazolo[3,4-d]pyrimidin-4-one BrC1=CC=C(C=C1)CC=1NC(C2=C(N1)N(N=C2)C2CCOCC2)=O